1-(3-chlorophenyl)-3-(isoquinolin-4-yl)-2-oxo-imidazoline-4-carbonitrile ClC=1C=C(C=CC1)N1C(N(C(C1)C#N)C1=CN=CC2=CC=CC=C12)=O